NC1=C(C=C(C=N1)C=1C=C2N(N1)CC[C@]21CN(CC1)C(=O)NC(C)(C)C1CC1)C(F)(F)F |r| (rac)-2'-[6-amino-5-(trifluoromethyl)pyridin-3-yl]-N-(2-cyclopropylpropan-2-yl)-5',6'-dihydrospiro[pyrrolidine-3,4'-pyrrolo[1,2-b]pyrazole]-1-carboxamide